C(CC(C)C)N1CC(N(CC1)CC1=C2C=CNC2=C(C=C1OC)C)C1=CC=C(C(=O)O)C=C1 4-(4-isopentyl-1-((5-methoxy-7-methyl-1H-indol-4-yl)methyl)piperazin-2-yl)benzoic acid